BrC=1C(=C2C(=NC(=NN2C1)C=1N(C=CN1)C)Cl)C1=NC=CC=C1 6-bromo-4-chloro-2-(1-methyl-1H-imidazol-2-yl)-5-(pyridin-2-yl)pyrrolo[2,1-f][1,2,4]triazine